4-((4-(2-(tert-Butyl)thiazol-5-yl)pyridin-2-yl)((4-(4-methoxy-3-methylphenyl)bicyclo[2.2.2]octan-1-yl)methyl)carbamoyl)(trans-cyclohexyl) 3-(hydroxymethyl)azetidine-1-carboxylate OCC1CN(C1)C(=O)O[C@@H]1CC[C@H](CC1)C(N(CC12CCC(CC1)(CC2)C2=CC(=C(C=C2)OC)C)C2=NC=CC(=C2)C2=CN=C(S2)C(C)(C)C)=O